secondary Butyl Alcohol C(C)(CC)O